[N+](=O)([O-])C1=CC=C(C=N1)N1CC(CCC1)N 1-(6-nitropyridin-3-yl)piperidin-3-amine